4-((4-methoxyphenyl)sulfonyl)-2-((methylsulfanyl)methyl)-2,3-dihydrofuran COC1=CC=C(C=C1)S(=O)(=O)C=1CC(OC1)CSC